C(C)(C)(C)OC(=O)NCCC(=O)NC=1N=C(N(C1)C)C(=O)NC=1C=C(N(C1)C)C(=O)O 4-[3-[(tert-butoxycarbonyl)amino]propanamido-1-methylimidazole-2-amido]-1-methylpyrrole-2-carboxylic acid